C1(=CC=CC=C1)P(CCC[Si](OCC)(OCC)OCC)C1=CC=CC=C1 3-(diphenylphosphino)propyltriethoxysilane